C(C1=CC=CC=C1)SC1=NC(=CC=C1OC)N1CCC(CC1)(C)OC 2-benzylsulfanyl-3-methoxy-6-(4-methoxy-4-methyl-1-piperidyl)pyridine